4-(5-((3-fluoro-4-methylphenyl)amino)pyridin-3-yl)-2-hydroxybenzoic acid FC=1C=C(C=CC1C)NC=1C=C(C=NC1)C1=CC(=C(C(=O)O)C=C1)O